O=C1NC(CCC1C1=COC2=C1C=C(C=C2)C#CCNC(C2=NC=C(C=C2)C2=NC=C(N=C2)N(C)C2=CC1=C(N(C(N1C)=O)C)C(=C2)C(C)C)=O)=O N-(3-(3-(2,6-dioxopiperidin-3-yl)benzofuran-5-yl)prop-2-yn-1-yl)-5-(5-((7-isopropyl-1,3-dimethyl-2-oxo-2,3-dihydro-1H-benzo[d]imidazol-5-yl)(methyl)amino)pyrazin-2-yl)picolinamide